7-Bromo-6-chloro-8-fluoro-2-(((2R,7aS)-2-fluorotetrahydro-1H-pyrrolizin-7a(5H)-yl)methoxy)-5-(((S)-2-((2-methoxyethyl)amino)-but-3-en-1-yl)oxy)quinazolin-4-ol BrC1=C(C(=C2C(=NC(=NC2=C1F)OC[C@]12CCCN2C[C@@H](C1)F)O)OC[C@H](C=C)NCCOC)Cl